O1C(OCC1)C1=NC=CC=C1C=1NCCC(C1)C(F)(F)F 2'-(1,3-dioxolan-2-yl)-4-(trifluoromethyl)-1,4,5,6-tetrahydro-2,3'-bipyridine